(±)-2-aminocyclopentanol NC1C(CCC1)O